NC=1C2=C(N=CN1)N(C=C2)[C@@H]2O[C@@H]([C@H]([C@H]2O)O)CSCC=2C(=NSC2C2=CC=CC=C2)C (2R,3R,4S,5S)-2-(4-Amino-7H-pyrrolo[2,3-d]pyrimidin-7-yl)-5-((((3-methyl-5-phenylisothiazol-4-yl)methyl)thio)methyl)tetrahydrofuran-3,4-diol